2-methyl-5-nitro-4-fluorobenzonitrile CC1=C(C#N)C=C(C(=C1)F)[N+](=O)[O-]